N(=[N+]=[N-])C1=CC=C(C(=O)C(C(N)(N)C(C2=CC=C(C=C2)N=[N+]=[N-])=O)CCCC)C=C1 di(p-azidobenzoyl)hexanediamine